4-cyano-N-(6-((5,6-dihydropyrrolo[3,4-c]pyrazol-1(4H)-yl)methyl)-4-methoxybenzo[d]isoxazol-3-yl)-2-methoxybenzenesulfonamide hydrochloride Cl.C(#N)C1=CC(=C(C=C1)S(=O)(=O)NC1=NOC2=C1C(=CC(=C2)CN2N=CC1=C2CNC1)OC)OC